C1(=CC=CC=C1)[C@@H]1[C@H](N1)C(=O)O (2S,3R)-3-phenylaziridine-2-carboxylic acid